trans-3-[(4-Fluorophenoxy)methyl]-4-methyl-2-[6-methyl-3-(2H-1,2,3-triazol-2-yl)pyridin-2-carbonyl]-2-azabicyclo[3.1.1]heptan FC1=CC=C(OCC2N(C3CC(C2C)C3)C(=O)C3=NC(=CC=C3N3N=CC=N3)C)C=C1